(S)-2-(6-fluoro-4-oxo-benzo[d][1,2,3]triazin-3(4H)-yl)-N-(1-(4-(trifluoromethyl)phenyl)ethyl)acetamide FC1=CC2=C(N=NN(C2=O)CC(=O)N[C@@H](C)C2=CC=C(C=C2)C(F)(F)F)C=C1